methyl 3-bromo-1-cyclobutyl-4-fluoro-1H-pyrrolo[2,3-b]pyridine-5-carboxylate BrC1=CN(C2=NC=C(C(=C21)F)C(=O)OC)C2CCC2